1-((3aR,4R,6R,6aS)-6-(hydroxymethyl)-2-phenyltetrahydrofuro[3,4-d][1,3,2]dioxaborol-4-yl)pyrimidine-2,4(1H,3H)-dione OC[C@H]1O[C@H]([C@H]2[C@@H]1OB(O2)C2=CC=CC=C2)N2C(NC(C=C2)=O)=O